α-methyl-α-propyl-valeric acid CC(C(=O)O)(CCC)CCC